NC=1C=CC(=NC1Cl)C1=NC(=NC(=N1)NC(C(F)(F)F)C)NC(C(F)(F)F)C 6-(5-amino-6-chloropyridin-2-yl)-N2,N4-bis(1,1,1-trifluoroprop-2-yl)-1,3,5-triazine-2,4-diamine